OC1=C(C=CC=CCCCCCCCCCCCCCC(=O)O)O1 Hydroxy-epoxy-eicosatrienoic acid